tert-butyl 9-(3-((3-(4-methoxybenzyl)-2,4-dioxotetrahydropyrimidin-1(2H)-yl)methyl)phenyl)-3,9-diazaspiro[5.5]undecane-3-carboxylate COC1=CC=C(CN2C(N(CCC2=O)CC=2C=C(C=CC2)N2CCC3(CCN(CC3)C(=O)OC(C)(C)C)CC2)=O)C=C1